2-nitro-3-(n-propoxycarbonylamino)pyridine [N+](=O)([O-])C1=NC=CC=C1NC(=O)OCCC